2-(2-((5-(5-Ethyl-2,5-diazabicyclo[2.2.1]heptan-2-yl)pyridin-2-yl)amino)-5-fluoropyrimidin-4-yl)-7-isopropyl-5-methylthieno[3,2-c]pyridin-4(5H)-one C(C)N1C2CN(C(C1)C2)C=2C=CC(=NC2)NC2=NC=C(C(=N2)C2=CC=1C(N(C=C(C1S2)C(C)C)C)=O)F